O=C1NC(CCC1N1N=NC2=C(C1=O)C=CC=C2)=O 3-(2,6-dioxopiperidin-3-yl)-4-oxo-3,4-dihydrobenzo[d][1,2,3]triazin